(1s,4s)-4-(8-(4-chloro-2,3-difluorophenylamino)-2-((1R,3r)-3-hydroxycyclobutylamino)-9H-purin-9-yl)cyclohexanecarboxamide ClC1=C(C(=C(C=C1)NC=1N(C2=NC(=NC=C2N1)NC1CC(C1)O)C1CCC(CC1)C(=O)N)F)F